4-(4-(benzo[d]thiazol-2-ylcarbamoyl)benzyl)-N-phenylpiperazine-1-carboxamide S1C(=NC2=C1C=CC=C2)NC(=O)C2=CC=C(CN1CCN(CC1)C(=O)NC1=CC=CC=C1)C=C2